4-((7-(1-(4-Chlorobenzyl)piperidin-3-yl)-2-methylpyrazolo[1,5-a]pyrimidin-3-yl)methyl)thiomorpholine ClC1=CC=C(CN2CC(CCC2)C2=CC=NC=3N2N=C(C3CN3CCSCC3)C)C=C1